COC(=O)C1=NN(C=C1CC=O)C(C)(C)C 1-(tert-butyl)-4-(2-oxoethyl)-1H-pyrazole-3-carboxylic acid methyl ester